CC1(CN(C=2N(C1)N=CC2)C2=CC=C(C=C2)C(F)(F)F)CNC(C=C)=O N-((6-methyl-4-(4-(trifluoromethyl)phenyl)-4,5,6,7-tetrahydropyrazolo[1,5-a]pyrimidin-6-yl)methyl)acrylamide